C(C)OC(=O)C=1NC=C(C1NCCOC(C)C)C 3-((2-isopropoxyethyl)amino)-4-methyl-1H-pyrrole-2-carboxylic acid ethyl ester